(1R,3S,4R,5R,6S)-4-(3-boronopropyl)-6-hydroxy-4-methyl-2-azabicyclo[3.2.0]heptane B(O)(O)CCC[C@]1(CN[C@@H]2C[C@@H]([C@H]12)O)C